CC=1OC(=C(N1)C1=CC(=C(C=C1)NC=1N=CC2=C(N1)C(=NC(=C2)C)N2CC(C2)(C)OC)OCC)C N-(4-(2,5-dimethyloxazol-4-yl)-2-ethoxyphenyl)-8-(3-methoxy-3-methylazetidin-1-yl)-6-methylpyrido[3,4-d]pyrimidin-2-amine